di-tert-butyl {2-[1-(2-{[(2R)-6-(benzyloxy)-8-fluoro-7-(1,1,4-trioxo-1λ6,2,5-thiadiazolidin-2-yl)-1,2,3,4-tetrahydronaphthalen-2-yl]amino}ethyl)cyclobutyl]ethyl}-2-imidodicarbonate C(C1=CC=CC=C1)OC=1C=C2CC[C@H](CC2=C(C1N1S(NC(C1)=O)(=O)=O)F)NCCC1(CCC1)CCN(C(=O)OC(C)(C)C)C(=O)OC(C)(C)C